cyclohexane fluoromethacrylate FC=C(C(=O)O)C.C1CCCCC1